FC(COC1=NC(=NN2C1=C(C=C2)C=2C=C1N=CC=NC1=CC2)N[C@@H]2[C@@H](CN(CC2)C(C)=O)F)F 1-((3R,4S)-4-((4-(2,2-difluoroethoxy)-5-(quinoxalin-6-yl)pyrrolo[2,1-f][1,2,4]triazin-2-yl)amino)-3-fluoropiperidin-1-yl)ethan-1-one